OC=1C=C(C=CC1)CC(=O)NC=1SC(=C(N1)C=1C=C2C=CN(C2=CC1)C(C1=C(C=CC=C1)C)=O)C 2-(3-hydroxyphenyl)-N-(5-methyl-4-(1-(2-methylbenzoyl)indol-5-yl)thiazol-2-yl)acetamide